O1C(CCCC1)N1C2=CC=C3OCCCNC(OCC=4C=C(C=C(C(=N1)C2=C3)C4)OC(C)C)=O 19-(oxan-2-yl)-4-(propan-2-yloxy)-8,14-dioxa-10,19,20-triazatetracyclo[13.5.2.12,6.018,21]tricosa-1(20),2,4,6(23),15,17,21-heptaen-9-one